FC1=CC=C(C=C1)C1=NN(C=C1C=1C=2N(N=CC1)C=C(N2)C(=O)N)C 8-[3-(4-fluorophenyl)-1-methylpyrazol-4-yl]Imidazo[1,2-b]Pyridazine-2-carboxamide